COC(N[C@H](C(=O)NC=1C(N(C=CC1)CC1=NC2=C(N1)C=CC=C2C(C(=C)C)(F)F)=O)CC\C=C\C(=O)N(C)C)=O Methyl-(S,E)-(1-((1-((4-(1,1-difluoro-2-methylallyl)-1H-benzo[d]imidazol-2-yl)methyl)-2-oxo-1,2-dihydropyridin-3-yl)amino)-7-(dimethylamino)-1,7-dioxohept-5-en-2-yl)carbamat